C1(=CC=CC=C1)[At] (-)-phenylastatine